C(C)(C)N[C@@H]1[C@@H](CNC1)O (3R,4S)-4-(Isopropylamino)pyrrolidin-3-ol